ClC1=CC(=C(C2=C1N(N=N2)C)C)C(CC(=O)OCC)C=2C=C1CCCC1=C(C2)CN2C[C@H](OC1=C([C@@H]2C)N=CC=C1)CC Ethyl 3-(7-chloro-1,4-dimethyl-1H-benzotriazol-5-yl)-3-(7-{[(2R,5S)-2-ethyl-5-methyl-2,3-dihydropyrido[2,3-f][1,4]oxazepin-4(5H)-yl]methyl}-2,3-dihydro-1H-inden-5-yl)propanoate